C=1(C(=CC=CC1)C(=O)[O-])C(=O)OCCOC(C=C)=O mono[2-[(1-oxo-2-propenyl) oxy] ethyl] 1,2-benzenedicarboxylate